1-(2-((2-((3-chloro-2-fluorobenzyl)amino)-2-oxoethyl)(isopropyl)amino)-2-oxoethyl)-N5-(pyridin-2-ylmethyl)-1H-indazole-3,5-dicarboxamide ClC=1C(=C(CNC(CN(C(CN2N=C(C3=CC(=CC=C23)C(=O)NCC2=NC=CC=C2)C(=O)N)=O)C(C)C)=O)C=CC1)F